Methyl 2-(1-(5-(2-((5,6-difluoro-2,3-dihydro-1H-inden-2-yl)amino)pyrimidin-5-yl)-1,3,4-oxadiazol-2-yl)pyrrolidin-3-yl)acetate FC=1C=C2CC(CC2=CC1F)NC1=NC=C(C=N1)C1=NN=C(O1)N1CC(CC1)CC(=O)OC